{3-[bis(ethoxymethyl)amino]propyl}trimethoxysilane C(C)OCN(CCC[Si](OC)(OC)OC)COCC